N1-((3-((1H-1,2,4-triazol-1-yl)methyl)oxetan-3-yl)methyl)-N4-(2-chlorophenyl)-2-fluorobenzene-1,4-diamine N1(N=CN=C1)CC1(COC1)CNC1=C(C=C(C=C1)NC1=C(C=CC=C1)Cl)F